3,5-dioxo-1,2,4-triazine-6-carbonitrile O=C1NN=C(C(N1)=O)C#N